(2-Chloropyrimidin-5-yl)(4-(5-(trifluoromethyl)pyrimidin-2-yl)piperazin-1-yl)methanone tert-Butyl-((2-(but-3-en-1-ylamino)-4-methylphenyl)sulfonyl)-L-prolinate C(C)(C)(C)[C@@]1(N(CCC1)S(=O)(=O)C1=C(C=C(C=C1)C)NCCC=C)C(=O)O.ClC1=NC=C(C=N1)C(=O)N1CCN(CC1)C1=NC=C(C=N1)C(F)(F)F